FC1CCN(CC1)C1=CC=CC=C1 4-fluoro-1-phenylpiperidine